CN1CC2=CC(=CC(=C2C2(C1)CC2)C)C=2N=C(C(=NC2)N)OC=2C=NN(C2)C2CCN(CC2)C (2',5'-dimethyl-2',3'-dihydro-1'H-spiro[cyclopropan-1,4'-isoquinolin]-7'-yl)-3-((1-(1-methylpiperidin-4-yl)-1H-pyrazol-4-yl)oxy)pyrazin-2-amine